BrC1=C(C=C(C(=O)NC2=CC=C(C=C2)S(N(CC)CC)(=O)=O)C=C1)I 4-Bromo-N-(4-(N,N-diethylsulfamoyl)phenyl)-3-iodobenzamide